COC1=C(CCN2C=NC3=C(C2=O)C2=C(S3)CC(CC2)C(=O)N(C)C)C=C(C=C1)OC 3-(2,5-dimethoxyphenethyl)-N,N-dimethyl-4-oxo-3,4,5,6,7,8-hexahydrobenzo[4,5]thieno[2,3-d]pyrimidine-7-carboxamide